S([O-])(O)(=O)=O.C(C)N1C=[N+](C=C1)CCC 1-ethyl-3-propylimidazolium bisulfate